C(CCCCCCCCCCCCCCCCCCC=CCCCCCCCCC)(=O)O 20-Triacontenoic acid